BrC1=CC=C(C=C1)NC(N)=O (E)-N'-(4-bromophenyl)urea